N-(3-((1r,3r,5r,7r)-adamantan-2-yl)propyl)-5-(4-chlorophenyl)-1-(2,4-dichlorophenyl)-4-methyl-1H-pyrazole-3-carboxamide C12C(C3CC(CC(C1)C3)C2)CCCNC(=O)C2=NN(C(=C2C)C2=CC=C(C=C2)Cl)C2=C(C=C(C=C2)Cl)Cl